1-allyl-pyrrolidine C(C=C)N1CCCC1